COC(=O)C=1C=C2CCN3C(C2=CC1)=NC(=C3)C(F)(F)F 2-(trifluoromethyl)-5,6-dihydroimidazo[2,1-a]Isoquinoline-8-carboxylic acid methyl ester